tert-butyl (2-(3,5-bis(bromomethyl)benzamido)ethyl)carbamate BrCC=1C=C(C(=O)NCCNC(OC(C)(C)C)=O)C=C(C1)CBr